(R)-5-(5-(3,5-dimethylisoxazol-4-yl)-1-((R)-1-(methylsulfonyl)pyrrolidin-3-yl)-1H-benzo[d]imidazol-2-yl)-1-(3-fluorophenyl)pyrrolidin-2-one CC1=NOC(=C1C1=CC2=C(N(C(=N2)[C@H]2CCC(N2C2=CC(=CC=C2)F)=O)[C@H]2CN(CC2)S(=O)(=O)C)C=C1)C